C1(CC1)C=1N=CC=2C(N([C@@H](COC2N1)C)C1CC2(CN(C2)S(=O)(=O)C2=C(C=CC=C2)F)C1)=O (7R)-2-cyclopropyl-6-[2-(2-fluorophenyl)sulfonyl-2-azaspiro[3.3]heptan-6-yl]-7-methyl-7,8-dihydropyrimido[5,4-f][1,4]oxazepin-5-one